ClC=1C(=CC(=C(CN2[C@@H](CCCC2)C(=O)O)C1)OCCN1C[C@@H](CC1)O)OCC1=C(C(=CC=C1)C1=CC2=C(OCCO2)C=C1)C (S)-1-(5-Chloro-4-((3-(2,3-dihydrobenzo[b][1,4]dioxin-6-yl)-2-methylbenzyl)oxy)-2-(2-((R)-3-hydroxypyrrolidin-1-yl)ethoxy)benzyl)piperidine-2-carboxylic acid